FC=1C=CC2=C(NC(=NS2(=O)=O)NCC2=NC=CC=C2F)C1C(=C)C1=C(C=CC=C1)F 6-fluoro-5-(1-(2-fluorophenyl)vinyl)-3-(((3-fluoropyridin-2-yl)methyl)amino)-4H-benzo[e][1,2,4]thiadiazine 1,1-dioxide